7-methyl-3-(4-(trifluoromethyl)phenyl)benzo[e][1,4,3]oxathiazin-1,1-dioxide CC=1C=CC2=C(S(N=C(O2)C2=CC=C(C=C2)C(F)(F)F)(=O)=O)C1